NC=1SC(=C(N1)C(=O)OC)CCCOC(C(F)(F)F)=O Methyl 2-amino-5-(3-(2,2,2-trifluoroacetoxy)propyl)thiazole-4-carboxylate